(2R,4R)-6-chloro-7-fluoro-4-hydroxy-N-{(1r,4R)-4-[4-(4,4,4-trifluorobutoxy)-1H-pyrazol-1-yl]cyclohexyl}-3,4-dihydro-2H-1-benzopyran-2-carboxamide ClC=1C(=CC2=C([C@@H](C[C@@H](O2)C(=O)NC2CCC(CC2)N2N=CC(=C2)OCCCC(F)(F)F)O)C1)F